FC(C(=O)O)(F)F.FC1=C(C=CC(=C1)SC)NC=1N(C(C=C2CCNC(C12)=O)=O)C 8-((2-fluoro-4-(methylthio)phenyl)amino)-7-methyl-3,4-dihydro-2,7-naphthyridine-1,6(2h,7h)-dione trifluoroacetate